C(C=C)C1=C(CNC2=CC=CC=C2)C=C(C=C1)OC N-(2-allyl-5-methoxybenzyl)aniline